3,6-dichloro-5-methylpyridazine-4-carboxylic acid ClC=1N=NC(=C(C1C(=O)O)C)Cl